2-Amino-4-methylthiophene-3-carboxylic acid methyl ester COC(=O)C1=C(SC=C1C)N